O1CCC(CC1)C#CC=1C=C(OC2=C(N=NN2)C(=O)O)C=CC1 5-(3-((tetrahydro-2H-pyran-4-yl)ethynyl)phenoxy)-1H-1,2,3-triazole-4-carboxylic acid